(2-methoxy-6-(pyrimidin-2-yl)phenyl)((1S,4R,6R)-6-((5-methylpyridin-2-yl)oxy)-2-azabicyclo[2.2.2]oct-2-yl)methanone hydroxypropyl-methacrylate (hydroxypropyl-methacrylate) OCCCC=C(C(=O)O)C.OCCCOC(C(=C)C)=O.COC1=C(C(=CC=C1)C1=NC=CC=N1)C(=O)N1[C@@H]2[C@@H](C[C@H](C1)CC2)OC2=NC=C(C=C2)C